C1(CC2C(CC1)O2)C(C)O[Si](OCC)(OCC)CC (3,4-epoxycyclohexyl)-ethyltriethoxysilane